1-(5-(3-benzyl-4-oxo-3,4-dihydroquinazolin-6-yl)benzo[d]thiazol-2-yl)-3-(4-methoxyphenyl)urea C(C1=CC=CC=C1)N1C=NC2=CC=C(C=C2C1=O)C=1C=CC2=C(N=C(S2)NC(=O)NC2=CC=C(C=C2)OC)C1